C1OCC12CN(C2)OC(CCCCCCCCCC)=O (2-oxa-6-azaspiro[3.3]heptan-6-yl)undecanoate